CC=1C=CC2=CC=C3C=CC(=NC3=C2N1)B(O)O (9-methyl-1,10-phenanthrolin-2-yl)boronic acid